(±)-3-Methoxy-17-methylmorphinan COC=1C=CC=2C[C@@H]3[C@@H]4CCCC[C@@]4(C2C1)CCN3C |r|